FC(C(C(C(F)(F)F)(F)F)(F)F)(S(=O)(=O)[O-])F.[SH3+].CC=1C=CC=C(C1OC)C 3,5-dimethyl-4-methoxybenzene sulfonium perfluoro-1-butanesulfonate